C(\C=C\C(=O)[O-])(=O)OCC(C)C mono-i-butyl fumarate